BrC=1C(=NC=CC1)C1(CN(C1)C(=O)OC(C)(C)C)C(=O)O 3-(3-Bromopyridin-2-yl)-1-(tert-butoxycarbonyl)azetidine-3-carboxylic acid